N-(azetidin-3-ylmethyl)-2-(4-((2-(2,6-difluoro-phenyl)-5-oxo-6,7-dihydro-5H-pyrrolo[3,4-d]pyrimidin-4-yl)amino)-phenyl)acetamide N1CC(C1)CNC(CC1=CC=C(C=C1)NC=1C2=C(N=C(N1)C1=C(C=CC=C1F)F)CNC2=O)=O